FC(C1=C(C=CC=C1)C1N(CC1)C=1C2=C(N=CN1)N=CC=C2)(F)F 4-(2-(2-(trifluoromethyl)phenyl)azetidin-1-yl)pyrido[2,3-d]pyrimidin